ClC1=CC=C(OCC(=O)NC2C(CN(CC2)CCOC2=CC=C(C=C2)Cl)C)C=C1 2-(4-chlorophenoxy)-N-(1-(2-(4-chlorophenoxy)ethyl)-3-methylpiperidin-4-yl)acetamide